6-methoxymethylbenzoate COCC1=CC=CC=C1C(=O)[O-]